1-(4-bromo-3-methyl-1H-pyrazol-1-yl)-2-methylpropan-2-ol BrC=1C(=NN(C1)CC(C)(O)C)C